ClC1=C(C=CC=C1)CN1CCC(CC1)C(C(=O)N)CC1=NN=C2N1N=C(C=C2)N2CCN(CC2)C {1-[(2-chlorophenyl)methyl]piperidin-4-yl}-3-[6-(4-methylpiperazin-1-yl)-[1,2,4]triazolo[4,3-b]pyridazin-3-yl]propanamide